(2S,4r)-1-[(2S)-2-(4-cyclopropyl-triazol-1-yl)-3,3-dimethyl-butyryl]-4-hydroxy-N-[[4-(4-phenylthiazol-2-yl)tetrahydropyran-4-yl]methyl]pyrrolidine-2-carboxamide C1(CC1)C=1N=NN(C1)[C@H](C(=O)N1[C@@H](C[C@H](C1)O)C(=O)NCC1(CCOCC1)C=1SC=C(N1)C1=CC=CC=C1)C(C)(C)C